C(#N)C=1C=C(C=CC1)CC(=O)Cl 2-(3-cyanophenyl)acetyl chloride